chloromethyl-dimethyl-chloroacetic acid silicon [Si].ClCCC(C(=O)O)(Cl)C